CC(C1=CC=C(C=C1)C(C)C)C 1,4-bis(dimethylmethyl)benzene